C(C)OC(COC1=C2C(N(C(C2=CC=C1)=O)C1C(NC(CC1)=O)=O)=O)OCC (2,2-diethoxyethoxy)-2-(2,6-dioxo-3-piperidyl)isoindole-1,3-dione